C(C1=CC=CC=C1)OCCNCC1=C(N=NC=C1)N 4-(((2-(benzyloxy)ethyl)amino)methyl)pyridazin-3-amine